COC(N)=N methoxy-methanimidamide